(E)-3-([1,1'-biphenyl]-2-yl)acrylic acid C1(=C(C=CC=C1)/C=C/C(=O)O)C1=CC=CC=C1